tert-Butyl N-{2-[2-(2-{[6-(hydroxymethyl)pyridin-3-yl]oxy}ethoxy)ethoxy]ethyl}carbamate OCC1=CC=C(C=N1)OCCOCCOCCNC(OC(C)(C)C)=O